4-amino-1-[(2R,4S,5R)-4-(benzyloxy)-5-[(benzyloxy)methyl]-5-(difluoromethyl)oxolan-2-yl]-5-fluoropyrimidin-2-one NC1=NC(N(C=C1F)[C@@H]1O[C@]([C@H](C1)OCC1=CC=CC=C1)(C(F)F)COCC1=CC=CC=C1)=O